(2S)-4-[(tert-butyldiphenylsilyl)oxy]butan-2-ol [Si](C1=CC=CC=C1)(C1=CC=CC=C1)(C(C)(C)C)OCC[C@H](C)O